C(C)OC(\C=C\C1=CC(=CC=C1)CC1=C(C=CC=C1)OC(F)F)=O.NC=1N=C(SC1C(C1=CC=C(C=C1)OC(F)F)=O)N(C1=CC=C(C=C1)OC)C(C(=O)N)C (N-[4-amino-5-[4-(difluoromethoxy)benzoyl]thiazol-2-yl]-4-methoxy-anilino)propanamide ethyl-(E)-3-(3-(2-(difluoromethoxy)benzyl)phenyl)acrylate